NC=1SC(=CN1)C1=CC=C(C#N)C=C1 4-(2-Aminothiazole-5-yl)benzonitrile